NC1=C(C(=CC=C1)C)NS(=O)(=O)C1=C(C=C(C=C1)C1=CC(=NO1)C)C N-(2-amino-6-methylphenyl)-2-methyl-4-(3-methyl-1,2-oxazol-5-yl)benzene-1-sulfonamide